C(C)(C)C1=C(C=CC=C1)[C@H]1N(CCC1)C1CC2(C1)CCN(CC2)C2=CC=C(C(=O)N)C=C2 4-(2-((S)-2-(2-isopropylphenyl)pyrrolidin-1-yl)-7-azaspiro[3.5]nonan-7-yl)benzamide